OCN1C(N(CC1(C)C)CO)=O 1,3-bis(hydroxymethyl)-5,5-dimethyl-2-imidazolidinone